FC1=C2C(N(C(C2=CC=C1)=O)C1C(N(C(CC1)=O)C)=O)=O 4-Fluoro-2-(1-methyl-2,6-dioxopiperidin-3-yl)isoindole-1,3-dione